6-(2'-(((4-Hydroxycyclohexyl)amino)Methyl)-[1,1'-Biphenyl]-4-yl)-2-Methyl-1H-benzo[d]Imidazol OC1CCC(CC1)NCC1=C(C=CC=C1)C1=CC=C(C=C1)C=1C=CC2=C(NC(=N2)C)C1